Di-tert-butyl ((thiocarbonylbis(azanediyl))bis(ethane-2,1-diyl))dicarbamate C(=S)(NCCNC(OC(C)(C)C)=O)NCCNC(OC(C)(C)C)=O